C(C1=CC=CC=C1)OC1=C(C(=O)NC2=C3CN(C(C3=CC=C2)=O)C2C(NC(CC2)=O)=O)C=C(C(=C1)OCC1=CC=CC=C1)C(C)C 2,4-bis(benzyloxy)-N-[2-(2,6-dioxopiperidin-3-yl)-1-oxoisoindolin-4-yl]-5-isopropylbenzamide